COCCN(C=1N=C(C2=C(N1)C(=NC(=N2)N(CCOC)CCOC)NCCC)N2CC(N(CC2)C)=O)CCOC 4-(2,6-bis(bis(2-methoxyethyl)amino)-8-(propylamino)pyrimido[5,4-d]pyrimidin-4-yl)-1-methylpiperazin-2-one